C1(=C2C(=CC=C1)CCCCCC2)C(=O)C methyl hexanophenyl ketone